2-chloro-4-(2-pyridyl)-6-phenyl-1,3,5-triazine ClC1=NC(=NC(=N1)C1=NC=CC=C1)C1=CC=CC=C1